6-bromo-4-ethoxy-8-methyl-2-(4-methyl-1H-imidazol-1-yl)quinoline BrC=1C=C2C(=CC(=NC2=C(C1)C)N1C=NC(=C1)C)OCC